FC1=C(C=C(C=C1)F)C1=C(C=2N(C(=N1)NCC1=C(C=C(C=C1)OC)OC)N=C(N2)CC2=NC=CC=C2C)C 7-(2,5-difluorophenyl)-N-(2,4-dimethoxybenzyl)-8-methyl-2-((3-methylpyridin-2-yl)methyl)-[1,2,4]triazolo[1,5-c]pyrimidin-5-amine